(2R)-2-amino-1-[2-(1,3-benzothiazole-6-sulfonyl)-2H,4H,5H,6H-pyrrolo[3,4-c]pyrazol-5-yl]-2-(2-methylphenyl)ethan-1-one N[C@@H](C(=O)N1CC2=NN(C=C2C1)S(=O)(=O)C1=CC2=C(N=CS2)C=C1)C1=C(C=CC=C1)C